C(C1=CC=CC=C1)OC[C@@]1(CN(CC1)C(=O)OC(C)(C)C)C(=O)O (R)-3-((benzyloxy)methyl)-1-(tert-butoxycarbonyl)pyrrolidine-3-carboxylic acid